4',6'-diisopropyl-1,1'-biphenyl-2-yldicyclohexylphosphine C(C)(C)C1=CC=C(C(=C1)C(C)C)C1=C(C=CC=C1)P(C1CCCCC1)C1CCCCC1